N,N-bis(2-hydroxybutyl)oxamide OC(CN(C(=O)C(=O)N)CC(CC)O)CC